C[C@]12CC[C@H]3[C@H]([C@@H]1CCC2O)CCC4=C3C=CC(=C4)O The molecule is a 3-hydroxy steroid that is estra-1,3,5(10)-triene substituted by hydroxy groups at positions 3 and 17. It has a role as an estrogen and a human metabolite. It is a 3-hydroxy steroid and a 17-hydroxy steroid. It derives from a hydride of an estrane.